5-chloro-1-methyl-3-(prop-1-en-2-yl)pyrazolo[4,3-d]pyrimidine tert-Butyl-cis-4-hydroxycyclohexyl-(2E)-but-2-enedioate C(C)(C)(C)\C(=C(/C(=O)O)\[C@@H]1CC[C@@H](CC1)O)\C(=O)O.ClC=1N=CC2=C(N1)C(=NN2C)C(=C)C